ClC1=NC(=CC(=C1)C1(CC(C1)C)C1=NN=CN1C)OCC 2-chloro-6-ethoxy-4-(3-methyl-1-(4-methyl-4H-1,2,4-triazol-3-yl)cyclobutyl)pyridine